C1(=CC=CC=C1)OC(C1=CC=CC=C1)C1=CC=CC=C1 phenyl-(diphenylmethyl) ether